N-[(5-methyl-1H-benzotriazole-1-yl)methyl]diethanolamine CC1=CC2=C(N(N=N2)CN(CCO)CCO)C=C1